FC(C1=CC=C(C=C1)[C@@H]1CCC2=NN(C(N21)=O)C21CC(C2)(C1)F)F (S)-5-(4-(difluoromethyl)phenyl)-2-(3-fluorobicyclo[1.1.1]pentan-1-yl)-2,5,6,7-tetrahydro-3H-pyrrolo[2,1-c][1,2,4]triazol-3-one